BrC1=C(C(=C(C(=O)OC)C(=C1)F)F)F Methyl 4-bromo-2,3,6-trifluorobenzoate